ONC(C1=CC=C(C=C1)NC(CC1=CNC2=CC=C(C=C12)C1=CC=C(C=C1)SC)=O)=O N-hydroxy-4-(2-(5-(4-methylsulfanyl-phenyl)-1H-indol-3-yl)acetamido)benzamide